N-[2-chloro-3-[2-chloro-3-[[6-fluoro-5-[[(3R)-3-hydroxypyrrolidin-1-yl]methyl]pyridine-2-carbonyl]amino]phenyl]phenyl]-4-oxo-6,7-dihydro-5H-pyrazolo[1,5-a]pyridine-2-carboxamide ClC1=C(C=CC=C1C1=C(C(=CC=C1)NC(=O)C1=NC(=C(C=C1)CN1C[C@@H](CC1)O)F)Cl)NC(=O)C1=NN2C(C(CCC2)=O)=C1